C(#N)C=1C2=C(C(=NC1NCC(=O)N(C)C1=CC=C(C=C1)F)C)CCC2 2-(4-cyano-1-methyl-6,7-dihydro-5H-cyclopenta[c]-pyridin-3-ylamino)-N-(4-fluorophenyl)-N-methylacetamide